4-(dimethylamino)-1-((1-methyl-1H-imidazol-5-yl)methyl)-7-(trifluoromethyl)quinazolin-2(1H)-one CN(C1=NC(N(C2=CC(=CC=C12)C(F)(F)F)CC1=CN=CN1C)=O)C